2-[[5-[1-(2-bromoethyl)-4-piperidinyl]-2-pyridinyl]amino]-7-cyclopentyl-N,N-dimethylpyrrolo[2,3-d]pyrimidine-6-carboxamide BrCCN1CCC(CC1)C=1C=CC(=NC1)NC=1N=CC2=C(N1)N(C(=C2)C(=O)N(C)C)C2CCCC2